(1S,9S)-9-ethyl-5-fluoro-9-hydroxy-1-((2-hydroxyethyl)(methyl)amino)-4-methyl-1,2,3,9,12,15-hexahydro-10H,13H-benzo[de]pyrano[3',4':6,7]indolizino[1,2-b]quinoline-10,13-dione C(C)[C@]1(C(OCC=2C(N3CC=4C(=NC=5C=C(C(=C6C5C4[C@H](CC6)N(C)CCO)C)F)C3=CC21)=O)=O)O